CN(C)O.C(=O)(C(=O)O)O N,N-Dimethylhydroxylamine